1-(3-Chloro-5-(1-(chinolin-5-yl)-5-(trifluoromethyl)-1H-pyrazol-4-carboxamido)pyridin-2-yl)-1H-1,2,3-triazol ClC=1C(=NC=C(C1)NC(=O)C=1C=NN(C1C(F)(F)F)C1=C2C=CC=NC2=CC=C1)N1N=NC=C1